(S)-N-(3-(2-((1,5-dimethyl-1H-pyrazol-3-yl)amino)-5-methylpyrimidin-4-yl)-1H-indol-7-yl)-2-(3-((4-(4,4-dimethylcyclohex-1-en-1-yl)pyrimidin-2-yl)oxy)pyrrolidin-1-yl)acetamide CN1N=C(C=C1C)NC1=NC=C(C(=N1)C1=CNC2=C(C=CC=C12)NC(CN1C[C@H](CC1)OC1=NC=CC(=N1)C1=CCC(CC1)(C)C)=O)C